5-[1-(3-methoxy-propyl)-8-methylamino-2-oxo-8-phenyl-1,3-diazaspiro[4.5]decan-3-yl]-pyrimidine-2-carbonitrile COCCCN1C(N(CC12CCC(CC2)(C2=CC=CC=C2)NC)C=2C=NC(=NC2)C#N)=O